The molecule is a monoterpenoid indole alkaloid with formula C21H24N2O3, isolated from several Rauvolfia and Catharanthus species. It is a selective alpha1-adrenoceptor antagonist used for the treatment of high blood pressure. It has a role as an antihypertensive agent, an alpha-adrenergic antagonist and a vasodilator agent. It is a monoterpenoid indole alkaloid, a methyl ester and an organic heteropentacyclic compound. It is a conjugate base of an ajmalicine(1+). C[C@H]1[C@H]2CN3CCC4=C([C@@H]3C[C@@H]2C(=CO1)C(=O)OC)NC5=CC=CC=C45